N-(4-methoxybenzyl)ethanamine COC1=CC=C(CNCC)C=C1